C(C)(C)(C)C1=CC=C(CNC[C@@H]([C@H](CC2=CC=CC=C2)NC(OC(C)(C)C)=O)O)C=C1 tert-butyl ((2S,3S)-4-((4-(tert-butyl)benzyl)amino)-3-hydroxy-1-phenylbutan-2-yl)carbamate